[4-(1-methoxyethyl)phenyl]boronic acid COC(C)C1=CC=C(C=C1)B(O)O